(S,E)-1-(5-Chloro-2-(2-(2-cyano-[1,1'-biphenyl]-3-yl)vinyl)-4-(methoxy-d3)Benzyl)piperidine-2-carboxylic acid ClC=1C(=CC(=C(CN2[C@@H](CCCC2)C(=O)O)C1)\C=C\C=1C(=C(C=CC1)C1=CC=CC=C1)C#N)OC([2H])([2H])[2H]